ONC(=O)C1=CC2=C(OCC(N2CC=2C(NC3=CC=CC=C3C2)=O)=O)C=C1 N-hydroxy-3-oxo-4-((2-oxo-1,2-dihydroquinolin-3-yl)methyl)-3,4-dihydro-2H-benzo[b][1,4]oxazine-6-carboxamide